FC1=CC=CC(=N1)S(=O)(=O)OC1=C(C(=C(C(=C1F)F)F)F)F perfluorophenyl 6-fluoropyridine-2-sulfonate